dotriacontanyl-methyl-ammonium chloride [Cl-].C(CCCCCCCCCCCCCCCCCCCCCCCCCCCCCCC)[NH2+]C